CC=1C=CC=C2C(NC(=NC12)CSC1CCN(CC1)CCCNC(OC(C)(C)C)=O)=O tert-butyl (3-(4-(((8-methyl-4-oxo-3,4-dihydroquinazolin-2-yl)methyl)thio) piperidin-1-yl)propyl)carbamate